C(C)C(C(=O)[O-])CCCC.C(CCC)[N+](CCCC)(CCCC)CCCC tetra-n-butylammonium 2-ethylhexanoate